FC1=C(C(=C2C=CN(C2=C1)S(=O)(=O)C1=CC=C(C)C=C1)CO)OC1=CC(=C(C=C1)F)I (6-Fluoro-5-(4-fluoro-3-iodophenoxy)-1-tosyl-1H-indol-4-yl)methanol